BrC=1C(=NC=CC1)CNC(C(C)(C)NC(OC(C)(C)C)=O)=O tert-butyl (1-(((3-bromopyridin-2-yl)methyl)amino)-2-methyl-1-oxopropan-2-yl)carbamate